butyl (4-fluoro-4-(hydroxymethyl)piperidin-1-yl)carbamate FC1(CCN(CC1)NC(OCCCC)=O)CO